Cl.N1CCC2(CC1)OC1=C(C2N)C=CC=C1 3H-spiro[1-benzofuran-2,4'-piperidin]-3-amine hydrochloride